2-(methoxymethoxy)-6-(methylseleno)benzonitrile COCOC1=C(C#N)C(=CC=C1)[Se]C